(S)-N-(1-(7-Methoxyisoquinolin-5-yl)cyclopropyl)-2-methyl-5-((1-methylazetidin-2-yl)methoxy)benzamide COC1=CC(=C2C=CN=CC2=C1)C1(CC1)NC(C1=C(C=CC(=C1)OC[C@H]1N(CC1)C)C)=O